5-(2-fluoro-6-methylphenyl)-3-(6-(4-(2-methoxyethyl)piperazin-1-yl)pyrid-3-yl)-1H-pyrazolo[4,3-c]pyridazin-6(5H)-one FC1=C(C(=CC=C1)C)N1N=C2C(=CC1=O)NN=C2C=2C=NC(=CC2)N2CCN(CC2)CCOC